2-cyclohexylphosphino-2',6'-diisopropyloxybiphenyl C1(CCCCC1)PC1=C(C=CC=C1)C1=C(C=CC=C1OC(C)C)OC(C)C